C1NCC12CC(C2)CC=2C=NC=1N(C2)C=C(N1)C(F)(F)F 6-(2-azaspiro[3.3]heptane-6-ylmethyl)-2-(trifluoromethyl)imidazo[1,2-a]pyrimidine